N-(8-carbamoyl-2-methylimidazo[1,2-a]pyridin-6-yl)-4-(4-(ethylamino)piperidin-1-yl)-2-methyl-2H-indazole-7-carboxamide 2,2,2-trifluoroacetate FC(C(=O)O)(F)F.C(N)(=O)C=1C=2N(C=C(C1)NC(=O)C1=CC=C(C3=CN(N=C13)C)N1CCC(CC1)NCC)C=C(N2)C